CC(=CCCCC)CCC=C(C)C 6,10-dimethyl-5,9-undecadien